COC(=O)C=1C=C2C(=NCN2)N1 1H-pyrrolo[d]Imidazole-5-carboxylic acid methyl ester